C(#N)C(CCC(=O)O)(C)SC(=S)SCCCCCCCCCCCC 4-cyano-4-[(dodecyl-thio-thiocarbonyl)thio]pentanoic acid